tert-butyl 2-[[3-[[2-(2,6-dioxo-3-piperidyl)-4-fluoro-1-oxo-isoindolin-5-yl] methylcarbamoylamino]-5-(trifluoromethyl) phenoxy] methyl]prop-2-enoate O=C1NC(CCC1N1C(C2=CC=C(C(=C2C1)F)CNC(=O)NC=1C=C(OCC(C(=O)OC(C)(C)C)=C)C=C(C1)C(F)(F)F)=O)=O